2-(1H-pyrrol-1-yl)-3-(3-(4-(trifluoromethyl)phenoxy)azetidin-1-yl)benzoic acid N1(C=CC=C1)C1=C(C(=O)O)C=CC=C1N1CC(C1)OC1=CC=C(C=C1)C(F)(F)F